FC1=CC=C(C=C1)C1=CC(=NO1)C(=O)O 5-(4-fluorophenyl)isoxazole-3-carboxylic acid